(S)-2-(1-((7-chloro-2,4-dihydroxy-6-(trifluoromethyl)quinazolin-8-yl)thio)-3-hydroxypropan-2-yl)-[1,2,4]triazolo[4,3-a]pyridin-3(2H)-one ClC1=C(C=C2C(=NC(=NC2=C1SC[C@H](CO)N1N=C2N(C=CC=C2)C1=O)O)O)C(F)(F)F